OCC[N+](C)(C)C.NCCNCCC[SiH2]C(OC)OC 3-(2-aminoethylamino)propyl-dimethoxymethylsilane choline